N-pentyl-4-chlorobenzenesulfonamide C(CCCC)NS(=O)(=O)C1=CC=C(C=C1)Cl